The molecule is a linear amino tetrasaccharide comprising the unique bacterial sugar anthrose at the non-reducing end and three L-rhamnopyranose units joined by sequential (1->3)-, (1->3)- and (1->2)-linkages. C[C@@H]1[C@H]([C@@H]([C@H]([C@H](O1)O[C@@H]2[C@H]([C@@H](O[C@@H]([C@@H]2O)O[C@@H]3[C@H]([C@@H](O[C@@H]([C@@H]3O)O[C@@H]4[C@@H]([C@H]([C@@H](OC4O)C)O)O)C)O)C)O)OC)O)NC(=O)CC(C)(C)O